(1-carboxy-cyclobutylamino)-2-fluoro-benzoic acid C(=O)(O)C1(CCC1)NC=1C(=C(C(=O)O)C=CC1)F